1,3-bis(2-maleimidylphenoxy)benzene C1(C=CC(N1C1=C(OC2=CC(=CC=C2)OC2=C(C=CC=C2)N2C(C=CC2=O)=O)C=CC=C1)=O)=O